NC1=CC=C(C=C1)C(=O)C1=CC=C(C=C1)C(=O)O (4-aminophenyl)(4-carboxyphenyl)methanone